ClC=1C=CC(=C(C1)C1=CC(=C(N=N1)C)NC1=CC(=NC=C1)NC(=O)CCN1CC(NCC1)CC(=O)O)F 2-(4-{2-[(4-{[6-(5-chloro-2-fluorophenyl)-3-methylpyridazin-4-yl]amino}pyridin-2-yl)carbamoyl]ethyl}piperazin-2-yl)acetic acid